(2S,3S)-tert-butyl 3-((tert-butyldimethylsilyl)oxy)-2-(methyl(m-tolyl)carbamoyl)pyrrolidine-1-carboxylate [Si](C)(C)(C(C)(C)C)O[C@@H]1[C@H](N(CC1)C(=O)OC(C)(C)C)C(N(C=1C=C(C=CC1)C)C)=O